2-(Phenylimino)-1,3-thiazolidin-4-one C1(=CC=CC=C1)N=C1SCC(N1)=O